4-(2-((3-hydroxyphenyl)amino)oxazol-5-yl)benzonitrile OC=1C=C(C=CC1)NC=1OC(=CN1)C1=CC=C(C#N)C=C1